ClC1=NC(=CC(=N1)OC)OC 2-chloro-4,6-dimethoxypyrimidine